FC(C1=CC(=CC2=CN(N=C12)C)B1OC(C(O1)(C)C)(C)C)F 7-(difluoromethyl)-2-methyl-5-(4,4,5,5-tetramethyl-1,3,2-dioxaborolan-2-yl)-2H-indazole